FC(C=1C2=CN(N=C2C(=C(C1)C1=CC=C(C=C1)CN1CCC(CC1)CO)C)C(C(=O)NC=1SC=CN1)C1=C2N(C=N1)C[C@@H](C2)F)F 2-[4-(Difluoromethyl)-6-[4-[[4-(hydroxymethyl)-1-piperidyl]methyl]phenyl]-7-methyl-indazol-2-yl]-2-[(6R)-6-fluoro-6,7-dihydro-5H-pyrrolo[1,2-c]imidazol-1-yl]-N-thiazol-2-yl-acetamide